N-(4-tert-butylphenyl)bis(trifluoromethanesulfonyl)aniline C(C)(C)(C)C1=CC=C(C=C1)N(C1=C(C=CC=C1)S(=O)(=O)C(F)(F)F)S(=O)(=O)C(F)(F)F